3-((4,4-bis((3,7-dimethyloct-6-en-1-yl)oxy)butanoyl)oxy)-2-(((4-(dipropylamino)butanoyl)oxy)methyl)propyl (9Z,12Z)-octadeca-9,12-dienoate C(CCCCCCC\C=C/C\C=C/CCCCC)(=O)OCC(COC(CCC(OCCC(CCC=C(C)C)C)OCCC(CCC=C(C)C)C)=O)COC(CCCN(CCC)CCC)=O